CC=1N=C2N(N=C(C(=C2)C)N2CC=3C=C(C=NC3CC2)C2=C(C(=CC(=C2)F)F)F)C(C1)=O 2,8-dimethyl-7-(3-(2,3,5-trifluorophenyl)-7,8-dihydro-1,6-naphthyridin-6(5H)-yl)-4H-pyrimido[1,2-b]pyridazin-4-one